NC1=NC(=C(C=N1)N)N 2,5,6-triamino-pyrimidine